5-Azauridin [C@@H]1([C@H](O)[C@H](O)[C@@H](CO)O1)N1C(=O)NC(=O)N=C1